tert-butyl 4-(2-((4-oxo-3,4-dihydropyrido[3,4-d]pyrimidin-2-yl)amino)pyridin-4-yl)piperazine-1-carboxylate O=C1C2=C(N=C(N1)NC1=NC=CC(=C1)N1CCN(CC1)C(=O)OC(C)(C)C)C=NC=C2